C(N)(=O)CN1CCN(CCN(CCN(CC1)CC(N)=O)CC(N)=O)CC(N)=O Tetrakis(carbamoylmethyl)-1,4,7,10-tetraazacyclododecane